N-(4,4-difluorocyclohexyl)-5-(1-isopropyl-2-methyl-1H-imidazo[4,5-b]pyridin-6-yl)-7H-pyrrolo[2,3-d]pyrimidin-2-amine FC1(CCC(CC1)NC=1N=CC2=C(N1)NC=C2C=2C=C1C(=NC2)N=C(N1C(C)C)C)F